7-(3-((3-methoxypyridin-4-yl)amino)-7,8-dihydro-1,6-naphthyridin-6(5H)-yl)-8-methyl-4H-pyrimido[1,2-b]pyridazin-4-one COC=1C=NC=CC1NC=1C=NC=2CCN(CC2C1)C=1C(=CC=2N(N1)C(C=CN2)=O)C